pentamethylcyclopentadienylruthenium (III) chloride CC1=C(C(=C(C1([Ru](Cl)Cl)C)C)C)C